3-fluoro-[1,1'-biphenyl]-4-carboxylic acid methyl ester COC(=O)C1=C(C=C(C=C1)C1=CC=CC=C1)F